C[C@@]12C(CCC1C1CCC=3C=C(C=CC3C1[C@H](C2)O)O)C2(OCCO2)C (11S,13S)-13-methyl-17-(2-methyl-1,3-dioxolan-2-yl)-7,8,9,11,12,13,14,15,16,17-decahydro-6H-cyclopenta[a]phenanthrene-3,11-diol